P(OCC)(OCO[C@H]1O[C@H](C(=C1)F)N1C2=NC=NC(=C2N=C1)N)=O.[NH4+] ammonium ethyl ((((2R,5R)-5-(6-amino-9H-purin-9-yl)-4-fluoro-2,5-dihydrofuran-2-yl) oxy) methyl) phosphonate